(2R,3R,4S,5S,6R)-2-(2-(diethoxyphosphoryl)ethyl)-6-((3'-(hex-5-yn-1-yl)-[1,1'-biphenyl]-4-yl)oxy)tetrahydro-2H-pyran-3,4,5-triyl triacetate C(C)(=O)O[C@@H]1[C@H](O[C@@H]([C@H]([C@H]1OC(C)=O)OC(C)=O)OC1=CC=C(C=C1)C1=CC(=CC=C1)CCCCC#C)CCP(=O)(OCC)OCC